5-cyclopropyl-4-ethynyl-1-methyl-1H-pyrazole C1(CC1)C1=C(C=NN1C)C#C